C(C)(C)(C)OC(=O)C1N(CCC1)C/C=C/C(=O)O (E)-4-(2-(tert-butoxycarbonyl)pyrrolidin-1-yl)but-2-enoic acid